formaldehyde phosphorus [P].C=O